CC1=NC=CN1CCCCCCCC methyl-3-octyl-imidazole